C[NH+](CCCCCCCCCCCCCCCC)CCCCCCCCCCCCCCCC N-Methyl-N,N-dihexadecylammonium